tert-butyl 7-oxido-3,4-dihydro-1H-2,7-naphthyridin-7-ium-2-carboxylate [O-][N+]1=CC=C2CCN(CC2=C1)C(=O)OC(C)(C)C